(2S,3S,4R,5R)-4-[[3-[2-Methoxy-3-(trifluoromethyl)phenyl]-4,5-dimethyl-5-(trifluoromethyl)tetrahydrofuran-2-carbonyl]amino]pyridin-2-carboxamid COC1=C(C=CC=C1C(F)(F)F)[C@H]1[C@H](O[C@]([C@@H]1C)(C(F)(F)F)C)C(=O)NC1=CC(=NC=C1)C(=O)N